(2'S)-5-chloro-2'-methyl-1'-[(1-phenylpyrazol-4-yl)methyl]spiro[1H-isobenzofuran-3,4'-piperidine]-1-carbonitrile ClC=1C=C2C(=CC1)C(OC21C[C@@H](N(CC1)CC=1C=NN(C1)C1=CC=CC=C1)C)C#N